2-(2,5-Dihydrofuran-3-yl)-6-methylaniline O1CC(=CC1)C1=C(N)C(=CC=C1)C